ClC=1C(=C2C=NNC2=CC1C)C1=C(C=2N=C(N=C(C2C=N1)N1C[C@@]2(CCO2)CCC1)OC[C@]12CCCN2C[C@@H](C1)F)F (4S)-6-(7-(5-chloro-6-methyl-1H-indazol-4-yl)-8-fluoro-2-(((2R,7aS)-2-fluorotetrahydro-1H-pyrrolizin-7a(5H)-yl)methoxy)pyrido[4,3-d]pyrimidin-4-yl)-1-oxa-6-azaspiro[3.5]nonane